N1CC[C@@H](CCC1)OC=1C=2N(C=C(N1)C=1C=NN(C1)C)N=CC2C(F)(F)F 4-[(4R)-azepan-4-yl]oxy-6-(1-methylpyrazol-4-yl)-3-(trifluoromethyl)-pyrazolo[1,5-a]pyrazine